[2,4'-diphenyl-phenyl]triphenylamine C1(=CC=CC=C1)C1=C(C=CC(=C1)C1=CC=CC=C1)C1=C(C=CC=C1)N(C1=CC=CC=C1)C1=CC=CC=C1